NNC(NN)=N.OC=1C(=C(C(=C(C1[N+](=O)[O-])O)[N+](=O)[O-])F)[N+](=O)[O-] 3,5-dihydroxy-2,4,6-trinitrofluorobenzene bis-aminoguanidine salt